methyl 4-(chloromethyl)benzoate ClCC1=CC=C(C(=O)OC)C=C1